[3'-(9,9-dimethyl-9H-fluoren-2-yl)[1,1'-biphenyl]-3-yl]-4,6-diphenyl-1,3,5-triazine CC1(C2=CC=CC=C2C=2C=CC(=CC12)C=1C=C(C=CC1)C1=CC(=CC=C1)C1=NC(=NC(=N1)C1=CC=CC=C1)C1=CC=CC=C1)C